2-(acryloyloxy)ethyltrimethylammonium chloride [Cl-].C(C=C)(=O)OCC[N+](C)(C)C